OC(C=CC1C(C2CCC1O2)CC=CCCCC(=O)O)C(C)C2=CC=CC=C2 7-(3-(3-hydroxy-4-phenyl-1-pentenyl)-7-oxabicyclo[2.2.1]hept-2-yl)-5-heptenoic acid